pentyl 3-(3-(2-hydroxyethyl)-3,4-dihydro-2H-benzo[e][1,3]oxazin-6-yl)propanoate OCCN1COC2=C(C1)C=C(C=C2)CCC(=O)OCCCCC